3-((2,6-dihydroxy-5'-methyl-4-pentyl-2'-(prop-1-en-2-yl)-1',2',3',4'-tetrahydro-[1,1'-biphenyl]-3-yl)methyl)-1,1-dimethylurea OC1=C(C(=CC(=C1CNC(N(C)C)=O)CCCCC)O)C1C(CCC(=C1)C)C(=C)C